8-((4-Benzoylpiperazin-1-yl)methyl)-5,7-dihydroxy-2-(4-hydroxyphenyl)-4H-benzopyran-4-one C(C1=CC=CC=C1)(=O)N1CCN(CC1)CC1=C(C=C(C=2C(C=C(OC21)C2=CC=C(C=C2)O)=O)O)O